FC(C1=NNC(=N1)C=1N=C(C=2N(C1)C=C(N2)C)CC2=C(C=CC=C2)F)F 6-(3-(difluoromethyl)-1H-1,2,4-triazol-5-yl)-8-(2-fluorobenzyl)-2-methylimidazo[1,2-a]pyrazine